C(#N)C1=CC=C(C=C1)C1=CC(=C(C=C1C1=CC=C(C=C1)C#N)N)N 4,5-bis(4-cyanophenyl)o-phenylenediamine